4-{6-[(1-{[4-(trifluoromethyl)phenyl]carbamoyl}-D-prolyl)amino]pyridin-3-yl}benzoic acid FC(C1=CC=C(C=C1)NC(=O)N1[C@H](CCC1)C(=O)NC1=CC=C(C=N1)C1=CC=C(C(=O)O)C=C1)(F)F